Dihexyl Borate B(OCCCCCC)(OCCCCCC)[O-]